C1(CC2C(CC1)O2)CC[Si](OC)(OC)C 2-(3,4-epoxycyclohexyl)ethyl-(methyl)dimethoxysilane